(1S*,4R*)-2-((R*)-2-((2,5-bis(trifluoromethyl)pyrazolo[1,5-a]pyrimidin-7-yl)amino)-1-(4-fluorophenyl)ethyl)-2-azabicyclo[2.2.1]heptan-5-ol FC(C1=NN2C(N=C(C=C2NC[C@@H](C2=CC=C(C=C2)F)N2[C@@H]3CC([C@@H](C2)C3)O)C(F)(F)F)=C1)(F)F |o1:12,21,24|